4-bromo-N1,3-dimethyl-6-(trifluoromethoxy)benzene-1,2-diamine BrC=1C(=C(C(=C(C1)OC(F)(F)F)NC)N)C